3-chloro-4-methylbenzaldehyde ClC=1C=C(C=O)C=CC1C